1,3-Dimethyl-2-azaadamantan CC12NC3(CC(CC(C1)C3)C2)C